OC=1C=CC=C2C=C(C=NC12)C(=O)N 8-hydroxyquinoline-3-carboxamide